5-(2-aminobenzo[d]thiazol-6-yl)-6-chloro-N-(1-(2-(trifluoromethoxy)phenyl)ethyl)nicotinamide NC=1SC2=C(N1)C=CC(=C2)C=2C(=NC=C(C(=O)NC(C)C1=C(C=CC=C1)OC(F)(F)F)C2)Cl